propiolaldehyde C(C#C)=O